[C@H]1([C@H](C([C@H]([C@@H](C1N=C(N)N)O)O)OP(=O)(O)O)O)O The molecule is a scyllo-inositol phosphate having the phosphate at the 4-position and a guanidino group in place of the hydroxyl at position 1. It is a conjugate acid of a 1-guanidino-1-deoxy-scyllo-inositol 4-phosphate(1-).